C(CCCCCCCCCCCCCCCCC)C([C@](N(CCCCCCCCCCCC)CCCCCCCCCCCCCCCCCC)(C(=O)O)CCCCCCCCCCCCCCCCCC)(CC(=O)O)CCCCCCCCCCCCCCCCCC tetrastearyl-(dodecylglutamic acid)